C(CCCCCCCCCCCCC(=O)ON1C(CCC1=O)=O)(=O)OC(C)(C)C 1-Tert-butyl 14-(2,5-Dioxopyrrolidin-1-yl) tetradecanedioate